ClC1=NC=C(C(=C1)C1=C(C=NC(=C1)C)C(=O)NC=1SC2=C(N1)C(NC2)C(=O)C2CC(C2)C(F)(F)F)OC 2'-Chloro-5'-methoxy-6-methyl-N-(4-((1s,3s)-3-(trifluoromethyl)cyclobutane-1-carbonyl)-5,6-dihydro-4H-pyrrolo[3,4-d]thiazol-2-yl)-[4,4'-bipyridine]-3-carboxamide